COC=1C=C2C3=C(NC2=CC1)N=CN=C3N 6-methoxy-9H-pyrimido[4,5-b]indol-4-amine